6-(hydroxymethyl)-N-methylpyridinecarboxamide OCC1=CC=CC(=N1)C(=O)NC